C(=O)NC=1C(=C(C2=CC=CC=C2C1)O)O formamidodihydroxynaphthalene